bis(dimethyl pivalate) phosphate P(=O)(O)(O)O.CC(C(C(=O)O)(C)C)C.CC(C(C(=O)O)(C)C)C